FC1=C(C=C(C=C1)O)C(=O)N1CC2(C1)C=C(C2)C2=CC(=NN2C2=C(C=CC=C2)C)C (2-fluoro-5-hydroxyphenyl){6-[3-methyl-1-(o-tolyl)-5-pyrazolyl]-2-aza-5-spiro[3.3]hepten-2-yl}methanone